C(C)(C)N1N=CC(=C1C1=NN2C(N(C(CC2)=O)CC2=CC=C(C=C2)C=2N(C=C(N2)C(F)(F)F)C)=N1)C (1-isopropyl-4-methyl-1H-pyrazol-5-yl)-4-(4-(1-methyl-4-(trifluoromethyl)-1H-imidazol-2-yl)benzyl)-6,7-dihydro-[1,2,4]triazolo[1,5-a]pyrimidin-5(4H)-one